1-(1-naphthyl)ethanone C1(=CC=CC2=CC=CC=C12)C(C)=O